NC=1N=C(C2=C(N1)C=CN(C2=O)CC21CC(C2)(C1)C(=O)N1CCNCC1)NCCCC 2-amino-4-(butylamino)-6-((3-(piperazine-1-carbonyl)bicyclo[1.1.1]pentan-1-yl)methyl)pyrido[4,3-d]pyrimidin-5(6H)-one